3-chloro-benzotriazol ClN1N=NC2=C1C=CC=C2